FC(OC1=CC=C(C=C1)C1=CN=C2N1C=CN=C2NC2=CC(=C(C(=O)NC)C=C2)C=C)F 4-((3-(4-(di-fluoromethoxy)phenyl)imidazo[1,2-a]pyrazin-8-yl)amino)-N-methyl-2-vinylbenzamide